(3R)-4-[2-(6,6-dimethyl-4,5,6,7-tetrahydro-1H-indazol-3-yl)-1H-indole-6-carbonyl]-3-methylpiperazine-1-carboxylic acid tert-butyl ester C(C)(C)(C)OC(=O)N1C[C@H](N(CC1)C(=O)C1=CC=C2C=C(NC2=C1)C1=NNC=2CC(CCC12)(C)C)C